BrCC1=CC=CC=C1 (Bromomethyl)benzene